(2s,4s)-2-(4-(benzofuran-2-yl)piperidine-1-carbonyl)-7-oxa-5-azaspiro[3.4]Octane-6-one O1C(=CC2=C1C=CC=C2)C2CCN(CC2)C(=O)C2CC1(C2)NC(OC1)=O